O1C(=CC=C1)/C=C/C(C#N)(O[Si](C)(C)C)C1=CC=CC=C1 (E)-4-(furan-2-yl)-2-phenyl-2-((trimethylsilyl)oxy)but-3-enenitrile